CCCC[N+]1=C(C2=C(C=C1)C3=CC=CC=C3N2CC4=CC=CC=C4)C5=CC=CC=C5Cl The molecule is an organic cation that is DH334 lacking the bromide couterion. It has a role as an antineoplastic agent and an EC 2.7.11.22 (cyclin-dependent kinase) inhibitor.